1-(4-(3-oxo-1-phenyl-2,7,10-trioxa-4-azadodecan-12-yl)piperazin-1-yl)-3,6,9,12-tetraoxapentadecan-15-oic acid O=C(OCC1=CC=CC=C1)NCCOCCOCCN1CCN(CC1)CCOCCOCCOCCOCCC(=O)O